CS(=O)(=O)[O-].C[NH+]1CCC(CC1)CC 1-Methyl-4-ethylpiperidinium methansulfonat